OC1=C(C=C(C=C1)N=NC=1C=CC=C2C=C(C=C(C12)S(=O)(=O)O)S(=O)(=O)O)OC 8-((4-hydroxy-3-methoxyphenyl)diazenyl)naphthalene-1,3-disulfonic acid